4,5-dibromo-1H-triazole BrC=1N=NNC1Br